2,6-dichloro-5-trichloromethyl-pyridine ClC1=NC(=C(C=C1)C(Cl)(Cl)Cl)Cl